3-(fluoromethyl)but-3-en-1-ol FCC(CCO)=C